propyl 2-[3-[(3-cyano-5-methoxycarbonyl-benzoyl)amino]propanoyl-amino]-4-methyl-thiazole-5-carboxylate C(#N)C=1C=C(C(=O)NCCC(=O)NC=2SC(=C(N2)C)C(=O)OCCC)C=C(C1)C(=O)OC